OC(C)(C)C1C(CC(CC1)C)O 2-(2-hydroxypropan-2-yl)-5-methylcyclohexanol